(2S,4R)-1-acetyl-4-[[5-(4-fluorophenyl)-6-isopropyl-1H-pyrazolo[4,3-g]isoquinolin-8-yl]oxy]pyrrolidine-2-carboxylic acid C(C)(=O)N1[C@@H](C[C@H](C1)OC1=NC(=C(C2=CC3=C(C=C12)NN=C3)C3=CC=C(C=C3)F)C(C)C)C(=O)O